C1(CCC1)C1=C(N=NC(=C1)C=1C(=NC(=NC1)OC)OC)OC 4-cyclobutyl-6-(2,4-dimethoxypyrimidin-5-yl)-3-methoxy-pyridazine